FC(C1(CC1)CCCN)(F)F 3-(1-(trifluoromethyl)cyclopropyl)propan-1-amine